tert-butyl (4-chloro-2-(4-cyclopropyl-1,1,1-trifluoro-2-hydroxybut-3-yn-2-yl)-5-(hydroxymethyl)phenyl)carbamate ClC1=CC(=C(C=C1CO)NC(OC(C)(C)C)=O)C(C(F)(F)F)(C#CC1CC1)O